C(C1=CC=CC=C1)N1[C@@H]2[C@](CC1)([C@H](NC2)C(=O)O)CCCB(O)O (3aR,4S,6aR)-1-benzyl-3a-(3-boronopropyl)octahydropyrrolo[3,4-b]pyrrole-4-carboxylic acid